N(=[N+]=[N-])CCOCCOCCOCCN(C(=O)C1CN(CCC1)C1=CN=CC2=CC=CC=C12)C=1C=CC(NC1)=O 5-(N-(2-(2-(2-(2-azidoethoxy)ethoxy)ethoxy)ethyl)-1-(isoquinolin-4-yl)piperidine-3-carboxamido)-2-oxopyridin